butyl 2,4-dichloro-7,8-dihydropyrido[4,3-d]pyrimidine-6(5H)-carboxylate ClC=1N=C(C2=C(N1)CCN(C2)C(=O)OCCCC)Cl